[C@H](C)(CC)[C@@H]1N(CC2=C(NC1=O)C=CC=C2)C(C(=O)N)=O 2-((S)-3-((S)-sec-butyl)-2-oxo-1,2,3,5-tetrahydro-4H-benzo[e][1,4]diazepin-4-yl)-2-oxoacetamide